CCCCCCCCC(CCCCCCCC)OC(CCN(CCCCCCCCCC(=O)OCCCCC)CCO)=O Pentyl 10-((3-(heptadecan-9-yloxy)-3-oxopropyl)(2-hydroxyethyl)amino)decanoate